6-[4-[[4-(3-Hydroxyphenyl)-3-methylphenyl]methyl]piperazin-1-yl]-N-propylpyridazine-3-carboxamide OC=1C=C(C=CC1)C1=C(C=C(C=C1)CN1CCN(CC1)C1=CC=C(N=N1)C(=O)NCCC)C